5,5'-(propane-1,3-diylbis(oxy))bis(4-chloro-3-nitrobenzamide) C(CCOC=1C(=C(C=C(C(=O)N)C1)[N+](=O)[O-])Cl)OC=1C(=C(C=C(C(=O)N)C1)[N+](=O)[O-])Cl